(3R)-N-{8,9-dimethoxy-1H,2H,4H,5H-oxepino[4,5-b]quinolin-11-yl}-1-(2-methoxyethyl)piperidin-3-amine COC=1C(=CC=2C(=C3C(=NC2C1)CCOCC3)N[C@H]3CN(CCC3)CCOC)OC